(3-(3,7-dimethylocta-2,6-dien-1-yl)-2,4-dihydroxy-6-pentylphenyl)(1H-indol-1-yl)methanone CC(=CCC=1C(=C(C(=CC1O)CCCCC)C(=O)N1C=CC2=CC=CC=C12)O)CCC=C(C)C